3-(1-(3-(2-methyl-1,3-oxazol-4-yl)propyl)pyrrolidin-3-yl)-1H-indole CC=1OC=C(N1)CCCN1CC(CC1)C1=CNC2=CC=CC=C12